N-styrylurea C(=CC1=CC=CC=C1)NC(=O)N